N-[(2-acetamidoethyl)(1-methyl-1H-pyrazol-4-yl)sulfamoyl]-2-(1,2,3,5,6,7-hexahydro-s-indacen-4-yl)acetamide C(C)(=O)NCCN(S(=O)(=O)NC(CC1=C2CCCC2=CC=2CCCC12)=O)C=1C=NN(C1)C